4-((3-(8-methoxy-8-oxooctanamido)benzyl)amino)-4-oxobutanoic acid COC(CCCCCCC(=O)NC=1C=C(CNC(CCC(=O)O)=O)C=CC1)=O